C(C)OC1(CC=C(C(=O)C2=CC=CC=C2)C=C1)OCC 4,4-diethoxybenzophenone